dibromovinylbenzene BrC(=CC1=CC=CC=C1)Br